C1(CC1)[C@H](NC(NC=1C=NC=C(C(=O)N)C1)=O)C=1OC2=C(C1C)C=C(C=C2)F (S)-5-(3-(cyclopropyl-(5-fluoro-3-methylbenzofuran-2-yl)methyl)ureido)nicotinamide